N[C@@H](CNC(COC)C=1C=C(N=NC1Cl)NC(C(C)(C)C)=O)C(F)(F)F N-[5-[1-[[(2S)-2-amino-3,3,3-trifluoro-propyl]amino]-2-methoxy-ethyl]-6-chloro-pyridazin-3-yl]-2,2-dimethyl-propanamide